5-chloro-2-(difluoromethyl)-N-((1r,4r)-4-((1-(3-methyl-1H-pyrrolo[2,3-b]pyridin-5-yl)-2-oxo-1H-imidazo[4,5-b]pyridin-3(2H)-yl)methyl)cyclohexyl)nicotinamide ClC=1C=NC(=C(C(=O)NC2CCC(CC2)CN2C(N(C=3C2=NC=CC3)C=3C=C2C(=NC3)NC=C2C)=O)C1)C(F)F